C(C)N1C2=CC=C(C=C2C=2C=C(C=CC12)C(C)=NOC(C)=O)C(C1=C(C=CC=C1)C)=O 1-(((1-(9-ethyl-6-(2-methylbenzoyl)-9H-carbazol-3-yl)ethylidene)amino)oxy)ethan-1-one